FC1=CC(=C(C=C1[N+](=O)[O-])C=1C=CC=2N(N1)N=CC2C(=O)OCC)C ethyl 6-(4-fluoro-2-methyl-5-nitrophenyl)pyrazolo[1,5-b]pyridazine-3-carboxylate